1-[2-(3-chloro-5-fluorophenyl)ethyl]-3-[(4-methylsulfonylphenoxy)methyl]-4-methylpyrrolidine ClC=1C=C(C=C(C1)F)CCN1CC(C(C1)C)COC1=CC=C(C=C1)S(=O)(=O)C